(4aS,7aS)-N-[4-(3-cyanophenyl)-5-[2-(difluoromethyl)-6-methyl-4-pyridyl]thiazol-2-yl]-4-methyl-2,3,4a,5,7,7a-hexahydropyrrolo[3,4-b][1,4]oxazine-6-carboxamide C(#N)C=1C=C(C=CC1)C=1N=C(SC1C1=CC(=NC(=C1)C)C(F)F)NC(=O)N1C[C@@H]2OCCN([C@H]2C1)C